N[C@@H](CCCCN)C(=O)[O-].[Na+] sodium lysine salt